2-(2-Hydroxy-8,11-dioxadispiro[3.2.47.24]tridecan-2-yl)acetamide OC1(CC2(C1)CCC1(OCCO1)CC2)CC(=O)N